(S)-2-(4-Methyl-7-oxo-1-phenyl-1,7-dihydro-6H-pyrazolo[3,4-d]pyridazin-6-yl)-N-(1-(4-(trifluoromethoxy)phenyl)ethyl)acetamid CC=1C2=C(C(N(N1)CC(=O)N[C@@H](C)C1=CC=C(C=C1)OC(F)(F)F)=O)N(N=C2)C2=CC=CC=C2